4-(benzyloxy)-3-(5-(1-((2-(trimethylsilyl)ethoxy)methyl)-1H-1,2,4-triazol-5-yl)pyridin-3-yl)phenyl cyclopentylcarbamate C1(CCCC1)NC(OC1=CC(=C(C=C1)OCC1=CC=CC=C1)C=1C=NC=C(C1)C1=NC=NN1COCC[Si](C)(C)C)=O